C(C)OC(=O)C=1OC2=C(C1C)C=C(C=C2)S(N(CC)C2=C(C=C(C=C2)Cl)CN(CC=2OC(=CC2)Br)C(C2=C(C=CC=C2)Cl)=O)(=O)=O 5-(N-(2-((N-((5-Bromofuran-2-yl)methyl)-2-chlorobenzoylamino)methyl)-4-chlorophenyl)-N-ethylsulfamoyl)-3-methylbenzofuran-2-carboxylic acid ethyl ester